2-[3-(4-chloro-3-fluorophenyl)-1-(cyclopropylmethyl)-1H-1,2,4-triazol-5-yl]-N-[(1H-indazol-5-yl)methyl]acetamide ClC1=C(C=C(C=C1)C1=NN(C(=N1)CC(=O)NCC=1C=C2C=NNC2=CC1)CC1CC1)F